Ethyl 6-fluoroimidazo[1,2-a]pyrimidine-2-carboxylate FC=1C=NC=2N(C1)C=C(N2)C(=O)OCC